2-(1-phenyl-1H-benzo[d]imidazol-2-yl)-3,4,5,6-tetrakis(5H-pyrido[3,2-b]indol-5-yl)benzonitrile C1(=CC=CC=C1)N1C(=NC2=C1C=CC=C2)C2=C(C#N)C(=C(C(=C2N2C1=C(C=3C=CC=CC23)N=CC=C1)N1C2=C(C=3C=CC=CC13)N=CC=C2)N2C1=C(C=3C=CC=CC23)N=CC=C1)N1C2=C(C=3C=CC=CC13)N=CC=C2